ClC=1C=C(C#N)C=C(C1N1N=CC=2C=NC(=CC21)NC2=NC=NC(=C2)N2[C@H](COCC2)CO)F (S)-3-chloro-5-fluoro-4-(6-((6-(3-(hydroxymethyl)morpholino)pyrimidin-4-yl)amino)-1H-pyrazolo[4,3-c]pyridin-1-yl)benzonitrile